2-(hydroxyphenyl)-3-(4-dimethylaminophenyl)-2-propen-1-one OC1=C(C=CC=C1)C(C=O)=CC1=CC=C(C=C1)N(C)C